CC1=C(C(=O)N[C@H](C)C2=CC(=NC3=CC=CC=C23)C=2C=NN(C2)C)C=C(C=C1)OC[C@H]1N(CC1)C 2-methyl-N-((R)-1-(2-(1-methyl-1H-pyrazol-4-yl)quinolin-4-yl)ethyl)-5-(((S)-1-methylazetidin-2-yl)methoxy)benzamide